C(C)(=O)N1N=C(C=C1)C(C(=O)NCC=1SC=CC1)OC1=CC=C(C=C1)C (1-acetyl-1H-pyrazol-3-yl)-N-(thiophen-2-ylmethyl)-2-(p-tolyloxy)acetamide